BrC=1C=C(C=C2CCCN(C12)C1CN(C1)C(=O)OC(C)(C)C)Cl tert-butyl 3-(8-bromo-6-chloro-3,4-dihydro-2H-quinolin-1-yl)azetidine-1-carboxylate